tert-butyl 4-fluoro-4-[[5-(1-methoxycarbonyl-2-methyl-propyl)isoxazol-3-yl]oxymethyl]piperidine-1-carboxylate FC1(CCN(CC1)C(=O)OC(C)(C)C)COC1=NOC(=C1)C(C(C)C)C(=O)OC